5-[2-(3,5-Dihydroxyphenyl)propyl]benzene-1,3-diol OC=1C=C(C=C(C1)O)C(CC=1C=C(C=C(C1)O)O)C